(1R,2S)-4-chloro-2-hydroxy-2,3-dihydro-1H-inden-1-yl carbamate C(N)(O[C@H]1[C@H](CC2=C(C=CC=C12)Cl)O)=O